1,4-eicosanediol C(CCC(CCCCCCCCCCCCCCCC)O)O